2-tert-butyl-10H-spiro[anthracene-9,9'-fluorene] C(C)(C)(C)C1=CC2=C(C=C1)CC1=CC=CC=C1C21C2=CC=CC=C2C=2C=CC=CC12